4-methyl-N-[4-(3-methylpyridin-2-yl)-5-phenyl-1,3-thiazol-2-yl]Pyridin-2-amine CC1=CC(=NC=C1)NC=1SC(=C(N1)C1=NC=CC=C1C)C1=CC=CC=C1